CO[C@@H](C)C1=NN=C(O1)C1=NC=C(C=C1N)S(=O)(=O)C1=CC=C(C=C1)OC(F)(F)F 2-{5-[(1S)-1-methoxyethyl]-1,3,4-oxadiazol-2-yl}-5-[4-(trifluoromethoxy)benzene-1-sulfonyl]pyridin-3-amine